2-(2,6-dichloropyridin-4-yl)-5-[(4-methoxyphenyl)methoxy]-N-[(methylaminomethylsulfonyl)amino]benzamide ClC1=NC(=CC(=C1)C1=C(C(=O)NNS(=O)(=O)CNC)C=C(C=C1)OCC1=CC=C(C=C1)OC)Cl